N-(4-fluorophenethyl)-2-(5-(4-fluorophenyl)thiophen-2-yl)acetamide FC1=CC=C(CCNC(CC=2SC(=CC2)C2=CC=C(C=C2)F)=O)C=C1